methyl 1-((4-((tert-butoxycarbonyl)amino)-2-fluorophenyl)carbamoyl)piperidine-4-carboxylate C(C)(C)(C)OC(=O)NC1=CC(=C(C=C1)NC(=O)N1CCC(CC1)C(=O)OC)F